BrC=1C(=CC(=C(O[C@@H]2C[C@H](C2)C(=O)O)C1)C=1OC2=C(C=CC=C2C(C1)=O)Cl)C(F)(F)F Trans-3-[5-bromo-2-(8-chloro-4-oxo-chromen-2-yl)-4-(trifluoromethyl)phenoxy]cyclobutanecarboxylic acid